N-(3-(N-(3-(trifluoromethyl)phenyl)sulfamoyl)phenyl)benzofuran-2-carboxamide (3-propionamidopropyl)carbamate C(CC)(=O)NCCCNC(O)=O.FC(C=1C=C(C=CC1)NS(=O)(=O)C=1C=C(C=CC1)NC(=O)C=1OC2=C(C1)C=CC=C2)(F)F